C(C)(C)(C)OC(=O)N([C@H]1COC2(C1)CCN(CC2)C(=O)OCC2=CC=CC=C2)C[C@@H](COC2=CC(=CC=C2)S(=O)(=O)C)O (R)-benzyl 3-((tert-butoxycarbonyl)((S)-2-hydroxy-3-(3-(methylsulfonyl)phenoxy)propyl)amino)-1-oxa-8-azaspiro[4.5]decane-8-carboxylate